C(C1=CC=CC=C1)C1=CC(=C(C=C1)O)Cl p-benzyl-chlorophenol